2-[1-(2-methyl-5-thiazolyl)-2-[3-(trifluoromethyl)-1H-pyrazol-1-yl]-propylidene]hydrazinecarboxaldehyde CC=1SC(=CN1)C(C(C)N1N=C(C=C1)C(F)(F)F)=NNC=O